BrC1=CC(=C(C=C1)S(=O)(=O)NC(C)(C)C)C 4-bromo-N-tert-butyl-2-methylbenzene-1-sulfonamide